C1(=CC=CC=2OC3=C(C21)C=CC=C3)C3=C(C=CC=C3)N(C3=C(C(=CC=2C1=CC=CC=C1CC32)C3=CC=CC=C3)C3=CC=CC=C3)C3=C(C=CC=C3)C3=CC=CC=2C1=CC=CC=C1NC32 (Dibenzofuranylphenyl)(carbazolylphenyl)(diphenylfluorenyl)amine